C(C)C(COC(COCC(=O)NCC(CCCC)CC)=O)CCCC bis(2-ethylhexyl)diglycolamate